(8-(trifluoromethyl)-1,4-dioxaspiro[4.5]dec-8-yl)acetonitrile FC(C1(CCC2(OCCO2)CC1)CC#N)(F)F